N-cyclopropyl-5-(4-((3-ethyl-2,4-dioxo-1,2,3,4-tetrahydroquinazolin-7-yl)methyl)piperazin-1-yl)-6-fluoropicolinamide C1(CC1)NC(C1=NC(=C(C=C1)N1CCN(CC1)CC1=CC=C2C(N(C(NC2=C1)=O)CC)=O)F)=O